CN1N=CC(=C1C1=CC=2N(C=C1)N=C(C2)NC(=O)C2CC2)OC[C@@H]2N(CCCC2)C N-[5-[2-methyl-4-[[(2R)-1-methyl-2-piperidyl]methoxy]pyrazol-3-yl]pyrazolo[1,5-a]pyridin-2-yl]cyclopropanecarboxamide